FC1=CC(=CC2=C1OC1(CC1)CCO2)COC=2C=C1N(C(N2)=O)CC2N1COC2 6-((9-fluoro-3,4-dihydrospiro[benzo[b][1,4]dioxepine-2,1'-cyclopropan]-7-yl)methoxy)-10,10a-dihydro-1H-oxazolo[3',4':3,4]imidazo[1,2-c]pyrimidin-8(3H)-one